7-(2,3-dihydroxypropyl)theophylline OC(CN1C=NC=2N(C(N(C)C(C12)=O)=O)C)CO